5-[4'-amino-2-(trifluoromethyl)biphenyl-4-yl]-3,6-dihydro-2H-1,3,4-oxadiazin-2-one NC1=CC=C(C=C1)C1=C(C=C(C=C1)C1=NNC(OC1)=O)C(F)(F)F